4-[5H-pyrido[4,3-b]indol-7-yl]-3,6-dihydro-2H-pyridine-1-carboxylic acid tert-butyl ester C(C)(C)(C)OC(=O)N1CCC(=CC1)C=1C=CC=2C3=C(NC2C1)C=CN=C3